[Na+].C(=C)C1=CC=C(COC=2C=C(C=3C=CC4=C(C=C(C=5C=CC2C3C54)S(=O)(=O)[O-])S(=O)(=O)[O-])S(=O)(=O)[O-])C=C1.[Na+].[Na+] 8-((4-Vinylbenzyl)oxy)pyrene-1,3,6-trisulfonic acid sodium salt